1-(5-((3-fluoro-1-(tetrahydro-2H-pyran-4-yl)-1H-indazol-5-yl)(2,2,6,6-tetramethyltetrahydro-4H-pyran-4-ylmethylene)methyl)pyridin-2-yl)-4-hydroxypiperidine-4-carbaldehyde FC1=NN(C2=CC=C(C=C12)C(C=1C=CC(=NC1)N1CCC(CC1)(C=O)O)=CC1CC(OC(C1)(C)C)(C)C)C1CCOCC1